C1(CC1)C=1C(=NSC1)O[C@H]1C[C@H](CC1)C1=CC(=NN1)NC=1C=CC2=C(CNS2(=O)=O)C1F cis-5-((5-(3-((4-cyclopropylisothiazol-3-yl)oxy)cyclopentyl)-1H-pyrazol-3-yl)amino)-4-fluoro-2,3-dihydrobenzo[d]isothiazole 1,1-dioxide